(S)-5-cyano-3-methylpentane C(#N)CC[C@H](CC)C